5-methyl-6-[3-[1-(2,2,2-trifluoroethyl)pyrazol-4-yl]-7,8-dihydro-5H-1,6-naphthyridin-6-yl]pyridine-3-carbonitrile CC=1C=C(C=NC1N1CC=2C=C(C=NC2CC1)C=1C=NN(C1)CC(F)(F)F)C#N